C(C1=NN(C(=N1)CC(C)C)CCC[Si](OCC)(OCC)OCC)C1=NN(C(=N1)CC(C)C)CCC[Si](OCC)(OCC)OCC 3,3'-Methylenebis{1-[3-(triethoxysilyl)propyl]-5-isobutyl-1,2,4-triazole}